Vinyl-2-pyrrolidinon C(=C)N1C(CCC1)=O